(4Z,7S,8R,9E,11E,13Z,15E,17R,19Z)-7,8,17-Trihydroxydocosahexenoic acid methyl ester COC(C=C\C=C/C=C(/C(=C\C=C\C=C/CCC[C@@H](CCCCC)O)/O)O)=O